N[C@@H]1CCN(CCC1)C(=O)OC(C)(C)C tert-butyl (4S)-4-aminoazepane-1-carboxylate